ClC1=C(C=CC=C1C1=NC=NC=C1)SC1=NC2=NC=C(N=C2C=N1)N1CCC2([C@@H]([C@@H](OC2)C)N)CC1 (3S,4S)-8-(2-((2-chloro-3-(pyrimidine-4-yl)phenyl)mercapto)pteridine-6-yl)-3-methyl-2-oxa-8-azaspiro[4.5]decane-4-amine